CN1CCC(CC1)C#CC1=NC=CC(=C1)OC1=C(N=NN1)C(=O)O 5-((2-((1-methylpiperidin-4-yl)ethynyl)pyridin-4-yl)oxy)-1H-1,2,3-triazole-4-carboxylic acid